C(C)C1(CS(C2=C(N(C1)C1=CC=CC=C1)C=C(C(=C2)O\C=C(\C(=O)O)/F)SC)(=O)=O)CCC (Z)-3-((3-Ethyl-7-(methylthio)-1,1-dioxido-5-phenyl-3-propyl-2,3,4,5-tetrahydrobenzo-1,5-thiazepin-8-yl)oxy)-2-fluoroacrylic acid